[O-]O.C(CCC)OOC1=CC(C(=CC1(OOC(C)(C)C)C)C(C)C)(OOC(C)(C)C)C p-butylperoxy-2,5-dimethyl-2,5-di(t-butylperoxy)cumene hydroperoxide